1-(3-((R)-2,3-dihydroxypropoxy)-4-methyl-1-phenyl-1H-pyrazol-5-yl)-3-((3R,4S)-4-phenyl-1-(2,2,2-trifluoroethyl)pyrrolidin-3-yl)urea O[C@@H](COC1=NN(C(=C1C)NC(=O)N[C@H]1CN(C[C@@H]1C1=CC=CC=C1)CC(F)(F)F)C1=CC=CC=C1)CO